6-methyl-1-tosyl-1,6-dihydro-7H-pyrrolo[2,3-c]pyridine-7-one CN1C(C2=C(C=C1)C=CN2S(=O)(=O)C2=CC=C(C)C=C2)=O